(S)-N-methyl-N-(1-(8-((3-methyl-4-((1-methyl-1H-benzo[d][1,2,3]triazol-5-yl)oxy)phenyl)amino)pyrimido[5,4-d]pyrimidin-2-yl)piperidin-3-yl)acrylamide CN(C(C=C)=O)[C@@H]1CN(CCC1)C=1N=CC2=C(N1)C(=NC=N2)NC2=CC(=C(C=C2)OC2=CC1=C(N(N=N1)C)C=C2)C